2,7-di-tert-butyl-N-phenyl-3,8-dihydropyren-4-amine C(C)(C)(C)C1=CC2=CC=C3CC(=CC=4C=C(C(C1)=C2C43)NC4=CC=CC=C4)C(C)(C)C